FC(C=1C(=C(C=CC1)[C@@H](C)NC=1C2=C(N=CN1)C(=NC(=C2)C2(CCS(CC2)(=O)=O)F)OC)F)F (R)-4-(4-((1-(3-(difluoromethyl)-2-fluorophenyl)ethyl)amino)-8-methoxypyrido[3,4-d]pyrimidin-6-yl)-4-fluorotetrahydro-2H-thiopyran 1,1-dioxide